2-((4-(4-(dimethylamino)piperidin-1-yl)-3-methoxyphenyl)amino)thieno[2,3-d]pyridine CN(C1CCN(CC1)C1=C(C=C(C=C1)NC1=CC=2C(=CC=NC2)S1)OC)C